BrC=1C=C(C=CC1Cl)O 3-bromo-4-chloro-phenol